methyl 5-bromo-2-methylnicotinate BrC=1C=NC(=C(C(=O)OC)C1)C